C(#N)C=1C(=C(C2=CC=CC=C2C1)C1=CC=CC2=CC=CC=C12)C#N dicyano-1,1'-binaphthyl